(R)-6-(2-amino-4,4,4-trifluorobutyl)-7-bromo-2-chloro-N-(thiophen-2-ylmethyl)pyrrolo[2,1-f][1,2,4]triazin-4-amine N[C@H](CC=1C=C2C(=NC(=NN2C1Br)Cl)NCC=1SC=CC1)CC(F)(F)F